CC1=C(C2=C(N=CN=C2NC2(CC2)C)O1)C(=O)NC=1C=CC2=C(N=C(O2)C)C1 6-methyl-N-(2-methyl-1,3-benzoxazol-5-yl)-4-[(1-methylcyclopropyl)amino]furo[2,3-d]pyrimidine-5-carboxamide